2-methyl-3-((6-(trifluoromethyl)pyridin-3-yl)methyl)naphthalene-1,4-dione CC=1C(C2=CC=CC=C2C(C1CC=1C=NC(=CC1)C(F)(F)F)=O)=O